sodium (S)-3-(3-(5-chlorothiophen-2-yl)phenyl)-3-(3-(1-methyl-4-oxido-2-oxo-1,2-dihydro pyridin-3-yl)ureido)propanoate ClC1=CC=C(S1)C=1C=C(C=CC1)[C@H](CC(=O)[O-])NC(=O)NC=1C(N(C=CC1[O-])C)=O.[Na+].[Na+]